[Si](C)(C)(C(C)(C)C)OCCN1N=CC(=C1)C=1OC2=C(C=C(C=C2C(C1C)=O)C)[C@H](C)O 2-[1-[2-[tert-Butyl(dimethyl)silyl]oxyethyl]pyrazol-4-yl]-8-[(1S)-1-hydroxyethyl]-3,6-dimethyl-chromen-4-one